C1(CC1)C=1C=CC(=NC1F)[C@@H](NC(=O)[C@H]1N(C[C@@H](C1)F)C(CN1N=NN=C1C(F)(F)F)=O)C1=CC=CC=C1 (2S,4R)-N-[(S)-(5-cyclopropyl-6-fluoropyridin-2-yl)(phenyl)methyl]-4-fluoro-1-{2-[5-(trifluoromethyl)-1H-1,2,3,4-tetrazol-1-yl]acetyl}pyrrolidine-2-carboxamide